BrC1=CC(=C(C=C1F)CCCCC(=O)O)F 4-bromo-2,5-difluoro-benzenepentanoic acid